C1(CC1)C=1NC(=NN1)C1CC2(CN(C2)C(=O)N2CC3(C2)CC(C3)C3=C(C=C(C=C3)C(F)(F)F)F)C1 [6-(5-cyclopropyl-4H-1,2,4-triazol-3-yl)-2-azaspiro[3.3]heptan-2-yl]-[6-[2-fluoro-4-(trifluoromethyl)phenyl]-2-azaspiro[3.3]heptan-2-yl]methanone